BrC/C=C/C(=O)N1C(CN(CC1)C=1C=NC=CC1C1=CC(=C(CNC(=O)C2=NOC(=N2)C(C)(C)C)C=C1)C)C(F)(F)F (E)-N-(4-(3-(4-(4-bromobut-2-enoyl)-3-(trifluoromethyl)piperazin-1-yl)pyridin-4-yl)-2-methylbenzyl)-5-(tert-butyl)-1,2,4-oxadiazole-3-carboxamide